1-(3-piperidin-1-yl-propyl)-1H-benzoimidazole N1(CCCCC1)CCCN1C=NC2=C1C=CC=C2